FC(C1=CC=2C(C3=CC=CC=C3SC2C=C1)C=CCN1CCN(CC1)CCO)(F)F 2-(4-(3-(2-(trifluoromethyl)-9H-thioxanthen-9-yl)allyl)piperazin-1-yl)ethan-1-ol